Methyl 2-cyano-2-(2-methyl-5-nitrophenyl)propanoate C(#N)C(C(=O)OC)(C)C1=C(C=CC(=C1)[N+](=O)[O-])C